2-[N-[2-(4-chlorophenoxy)propoxy]-C-propylcarbonimidoyl]-3-hydroxy-5-(thian-3-yl)cyclohex-2-en-1-one ClC1=CC=C(OC(CON=C(CCC)C=2C(CC(CC2O)C2CSCCC2)=O)C)C=C1